3'-Cyano-2'-methyl-2-(methyl-d3)-[1,1'-biphenyl]-4-carboxylic acid methyl ester COC(=O)C1=CC(=C(C=C1)C1=C(C(=CC=C1)C#N)C)C([2H])([2H])[2H]